3-(4-fluorophenyl)-5-methyl-4-(((6-(5,6,7,8-tetrahydro-[1,2,4]triazolo[4,3-a]pyrazin-3-yl)pyridazine-3-yl)oxy)methyl)isoxazole FC1=CC=C(C=C1)C1=NOC(=C1COC=1N=NC(=CC1)C1=NN=C2N1CCNC2)C